Methyl 3-(3-((2-(5-((4,6-difluoro-1H-indol-5-yl)oxy)-2-fluorophenyl)-1H-imidazol-4-yl)(hydroxy)methyl)-5-fluorophenyl)propanoate FC1=C2C=CNC2=CC(=C1OC=1C=CC(=C(C1)C=1NC=C(N1)C(C=1C=C(C=C(C1)F)CCC(=O)OC)O)F)F